ClC=1C=C2C(=CC1Cl)NC([C@]21CN(CC1)C(=O)[C@H]1CC=CCC1)=O (3S)-5,6-dichloro-1'-[(1R)-cyclohex-3-ene-1-carbonyl]-1H-spiro[indole-3,3'-pyrrolidin]-2-one